1-cyclopropenylmethanol C1(=CC1)CO